1,3-bis-hydroxymethylpyridinium OC[N+]1=CC(=CC=C1)CO